FC(C(=O)O)(F)F.C(C1=CC=CC=C1)N1C[C@H]2CC[C@@H](C1)C2N(C=2C(=C(C(=NC2)S(=O)(=O)NC=2N=CSC2)F)C)C 5-(((1R,5S,8r)-3-benzyl-3-azabicyclo[3.2.1]oct-8-yl)(methyl)amino)-3-fluoro-4-methyl-N-(thiazol-4-yl)pyridine-2-sulfonamide trifluoroacetate salt